FC=1C=NC(=C(C1)\C=C\C=1C=NC(=NC1)NC1CCC(CC1)NC)OC 3-fluoro-6-methoxy-5-((E)-2-(2-(((1r,4r)-4-(methylamino)cyclohexyl)amino)pyrimidin-5-yl)vinyl)pyridin